FC(C1=CC=C(CN2C=NC3=C2C(=CC=C3)C(=O)NC3CC2(CC(C2)C(=O)O)C3)C=C1)(F)F (R)-6-(1-(4-(trifluoromethyl)benzyl)-1H-benzo[d]imidazole-7-carboxamido)spiro[3.3]heptane-2-carboxylic acid